3-amino-4-hydroxy-pyrrolidin-2-one NC1C(NCC1O)=O